5-methyl-6-(3-(2-(pyridin-3-yl)morpholino)-7,8-dihydro-1,6-naphthyridin-6(5H)-yl)nicotinonitrile CC=1C(=NC=C(C#N)C1)N1CC=2C=C(C=NC2CC1)N1CC(OCC1)C=1C=NC=CC1